bromo-allene BrC=C=C